(5-amino-2-((4-(trifluoromethoxy)benzyl)oxy)-3,5-dichlorophenyl)propionic acid NC1(CC(=C(C(=C1)C(C(=O)O)C)OCC1=CC=C(C=C1)OC(F)(F)F)Cl)Cl